α-phenoxybenzaldehyde O(C1=CC=CC=C1)C(C1=CC=CC=C1)=O